methyl (2S)-2-amino-3-(5-oxo-4-azaspiro[2.5]octan-6-yl)propanoate N[C@H](C(=O)OC)CC1C(NC2(CC2)CC1)=O